N-(3,4-dimethoxycinnamoyl)anthranilic acid COC=1C=C(C=CC(=O)NC=2C(C(=O)O)=CC=CC2)C=CC1OC